(E)-3,7-dimethylocta-2,6-dien-1-yl 2,4-dihydroxy-6-phenethylbenzoate OC1=C(C(=O)OC\C=C(\CCC=C(C)C)/C)C(=CC(=C1)O)CCC1=CC=CC=C1